S1C=NC=C1C1=CC=CC(=N1)C(=O)NC=1C=NC(=CC1)C(F)(F)F 6-(thiazol-5-yl)-N-(6-(trifluoromethyl)pyridin-3-yl)picolinamide